3-(4-(((1-(4-((5-chloro-4-((2-(isopropylsulfonyl)phenyl)amino)pyrimidin-2-yl)amino)-5-isopropoxy-2-methylphenyl)piperidin-4-yl)(methyl)amino)methyl)phenyl)piperidine-2,6-dione ClC=1C(=NC(=NC1)NC1=CC(=C(C=C1OC(C)C)N1CCC(CC1)N(C)CC1=CC=C(C=C1)C1C(NC(CC1)=O)=O)C)NC1=C(C=CC=C1)S(=O)(=O)C(C)C